4-methyl-2-(methylamino)thiazole-5-carboxylic acid ethyl ester C(C)OC(=O)C1=C(N=C(S1)NC)C